N1=NC(=CC2=CC=CC=C12)C(=O)NC(C(=O)N)CCC(C(=O)NC1CCCCC1)=O 2-(cinnoline-3-carboxamido)-N6-cyclohexyl-5-oxohexanediamide